C(CCC)(=O)NC12CC(C1)(C2)NS(=O)(=O)C2=CC=C(C1=CC=CC=C21)NC(C2=C(C=CC=C2)C)=O N-(4-(N-(3-butyramidobicyclo[1.1.1]pentan-1-yl)sulfamoyl)naphthalen-1-yl)-2-methylbenzamide